FC1=C(C(=C(C(=C1F)F)F)F)[B] perfluorophenyl-boron